O=C1NC(CCC1N1C(N(C2=C1C=CC(=C2)CC2CCC(CC2)CC=O)C)=O)=O 2-[(1s,4s)-4-[[1-(2,6-dioxopiperidin-3-yl)-3-methyl-2-oxo-1,3-benzodiazol-5-yl]methyl]cyclohexyl]acetaldehyde